ONC(C(C(C)C)OC1=C(C=CC(=C1)NC1=NC(=NC2=CC=CC=C12)C)OC)=O N-hydroxy-2-(2-methoxy-5-((2-methylquinazolin-4-yl)amino)phenoxy)-3-methylbutanamide